3-amino-5-fluoro-4-(methylamino)benzoic acid methyl ester COC(C1=CC(=C(C(=C1)F)NC)N)=O